CS1N=C(C(=N1)Br)C(=O)O.C(=O)(OCC1=CC=CC=C1)N[C@@H](C)C(=O)O CBzalanine methyl-4-bromo-1,2,5-thiadiazole-3-carboxylate